C1(CCC(CC)O1)=S γ-thiocaprolactone